OC=1C(=C(C(=CC1)C)N1C=C2C(NC=3C(C4=C2C1=NC(=N4)COC)=CN(N3)C)=O)C 4-(3-hydroxy-2,6-dimethylphenyl)-2-(methoxymethyl)-9-methyl-7,9-dihydro-1,3,4,7,8,9-hexaazabenzo[cd]cyclopenta[f]azulen-6(4H)-one